acrylic acid octylester C(CCCCCCC)OC(C=C)=O